COC1=C(C(=CC(=C1)CCCCC)OC)[C@H]1[C@@H](CCC(=C1)C)C([13CH3])=O 1-((1R,2R)-2',6'-dimethoxy-5-methyl-4'-pentyl-1,2,3,4-tetrahydro-[1,1'-biphenyl]-2-yl)ethan-1-one-2-13C